COC1CC(CC1)N 3-methoxycyclopentan-1-amine